methyl 3,5-difluoropyridine-carboxylate FC=1C(=NC=C(C1)F)C(=O)OC